CC1=C2C(=C(NC2=CC(=C1)C)C1=CC(=CC=C1)F)C=O 4,6-DIMETHYL-2-(3-FLUOROPHENYL)-1H-INDOLE-3-CARBOXALDEHYDE